OC1=C(C=CC(=C1)OC)C(C(=O)NC1=CC=CC=C1)=O 2-(2-hydroxy-4-methoxyphenyl)-2-oxo-N-phenylacetamide